C(C)(C)(C)[S@@](=O)N R-tert-butyl-sulfinamide